O[C@H]1[C@@H]([C@H]2[C@H]([C@H]([C@H]3[C@@H]4CC[C@H]([C@@H](CCC(=O)NS(=O)(=O)C5=C(C=CC=C5)F)C)[C@]4(CC[C@@H]3[C@]2(CC1)C)C)O)CC)F N-(3α,7α-dihydroxyl-4β-fluoro-6α-ethyl-5β-cholan-24-oyl)-2-fluorophenyl-sulfonamide